C1(=CC=CC=C1)C=1NC(C2=CC=C(C=C2C1C1=CC=CC=C1)C1=CC=CC=C1)=O 3,4,6-triphenylisoquinolin-1(2H)-one